C(C)(C)(C)OC(=O)N1CC(C1)(NC(=O)OCC1C2=CC=CC=C2C=2C=CC=CC12)C(=O)N[C@H](C(=O)OC)CCC(=O)OCC1=CC=CC=C1 5-benzyl 1-methyl (2S)-2-{[1-(tert-butoxycarbonyl)-3-{[(9H-fluoren-9-ylmethoxy)carbonyl]amino}azetidin-3-yl]formamido}pentanedioate